O=C1N(CC2=C(C=CC=C12)SCCCCCCCN1CCSCC1)C1C(NC(CC1)=O)=O 3-(1-oxo-4-((7-thiomorpholinoheptyl)thio)isoindolin-2-yl)piperidine-2,6-dione